Cl.N1CC(C1)CNC(=O)C1CCN(CC1)C(C1=C(C=C(C=C1)NC=1C=2N(C=CN1)C(=CN2)C2=C(C(=C(C=C2)OC)F)F)C)=O N-(azetidin-3-ylmethyl)-1-(4-((3-(2,3-difluoro-4-methoxyphenyl)imidazo[1,2-a]pyrazin-8-yl)amino)-2-methylbenzoyl)piperidine-4-carboxamide hydrochloride